C(C)OC(=O)C1=CC2=C(CN(CC2)S(=O)(=O)C2=CC=C(C=C2)OC)N1C.ClC1=NC(=CN=C1)N1C[C@@H](CCC1)OC1=C(C=C(C=C1)F)OCC (R)-2-chloro-6-(3-(2-ethoxy-4-fluorophenoxy)piperidin-1-yl)pyrazine ethyl-6-((4-methoxyphenyl)sulfonyl)-1-methyl-4,5,6,7-tetrahydro-1H-pyrrolo[2,3-c]pyridine-2-carboxylate